(R)-(4-chloro-2-(2,7-dimethylquinoxalin-5-yl)-7,8-dihydro-[1,4]dioxino[2',3':3,4]benzo[1,2-d]thiazol-7-yl)methyl (5-methylpyridin-3-yl)carbamate CC=1C=C(C=NC1)NC(OC[C@@H]1OC2=C(C3=C(N=C(S3)C3=C4N=CC(=NC4=CC(=C3)C)C)C(=C2)Cl)OC1)=O